tetraazafluoranthene C1=CC=C2C(=C1)C3=C4C2=NN=NC4=NC=C3